(e)-3-phenyl-2-propenoic acid C1(=CC=CC=C1)/C=C/C(=O)O